cyclopropyl-(methyl)-2-(3,3-difluorocyclobutyl)acetamide C1(CC1)C(C(=O)N)(C1CC(C1)(F)F)C